methyl 6-bromo-1-(4-methylphenyl)-1,3,4,9-tetrahydro-2H-β-carboline-2-carboxylate BrC=1C=C2C=3CCN(C(C3NC2=CC1)C1=CC=C(C=C1)C)C(=O)OC